CC1=NOC(=N1)C1=NN2C(=NC=3C=CC=CC3C2=N1)N[C@H]1C(NCCCC1)=O (3R)-3-{[2-(3-methyl-1,2,4-oxadiazol-5-yl)[1,2,4]triazolo[1,5-c]quinazolin-5-yl]amino}azepan-2-one